(S)-2-[2-(1,1-difluoropropyl)-4,5-difluorophenoxy]propionic acid FC(CC)(F)C1=C(O[C@H](C(=O)O)C)C=C(C(=C1)F)F